Methyl-4-(1-(3,4-difluoro-5-((methylsulfonyl)oxy)phenyl)-1H-indazol-5-yl)-1-(methylsulfonyl)piperidine-4-carboxylate COC(=O)C1(CCN(CC1)S(=O)(=O)C)C=1C=C2C=NN(C2=CC1)C1=CC(=C(C(=C1)OS(=O)(=O)C)F)F